ClC1=C(C(=O)NC2=NN=NN2CCOC)C=CC(=C1C(=O)N(C)C)S(=O)(=O)C 2-Chloro-N1-[1-(2-methoxyethyl)-1H-tetrazol-5-yl]-N3,N3-dimethyl-4-(methylsulfonyl)isophthalamid